TETRAHYDRO-2H-THIOPYRAN-3-CARBOXYLIC ACID S1CC(CCC1)C(=O)O